CC1=NN2C(N=C(C=C2N(C)C)C)=C1N 2,5,N7,N7-tetramethyl-pyrazolo-[1,5-a]-pyrimidine-3,7-diamine